Tert-butyl (2-bromo-6-fluorobenzyl)carbamate BrC1=C(CNC(OC(C)(C)C)=O)C(=CC=C1)F